OCCNC(C=1C=C(C=CC1)NC(=O)C=1N(N=C(C1)C(F)(F)F)C1=CC(=CC=C1)C#N)C1=CC=CC=C1 2-(3-Cyanophenyl)-5-trifluoromethyl-2H-pyrazole-3-carboxylic acid {3-[(2-hydroxy-ethylamino)-phenylmethyl]-phenyl}-amide